ClC1=CC=C(C=C1)C1(CCN(CC1)C(=O)OC(C)(C)C)NS(=O)(=O)C12CC(C1)(C2)C(F)(F)F tert-butyl 4-(4-chlorophenyl)-4-[[3-(trifluoromethyl)-1-bicyclo[1.1.1]pentanyl]sulfonylamino]piperidine-1-carboxylate